3-methyl-4-[(6-methylpyridin-3-yl)oxy]aniline CC=1C=C(N)C=CC1OC=1C=NC(=CC1)C